O=C1NC=C(C=2C1=CC=1C=CN=C(C1C2)OC[C@H]2NC(CC2)=O)C2CN(C2)C(=O)OC(C)(C)C tert-butyl (S)-3-(1-oxo-6-((5-oxopyrrolidin-2-yl)methoxy)-1,2-dihydro pyrido[3,4-g]isoquinolin-4-yl)azetidine-1-carboxylate